2-[3,5-dichloro-4-(5-isopropyl-1-methyl-6-oxo-1,6-dihydro-pyridazin-3-yloxy)-phenyl]-isoindole-1,3-dione ClC=1C=C(C=C(C1OC1=NN(C(C(=C1)C(C)C)=O)C)Cl)N1C(C2=CC=CC=C2C1=O)=O